C(C(C)C)[AlH]CC(C)C di(isobutyl)aluminum hydride